(2R,4R)-N2-(5-((+)-1-amino-3-cyclopropyl-1-(pyridin-4-yl)propyl)-2-fluorophenyl)-N1-(5-chloropyridin-2-yl)-4-methoxy-4-(trifluoromethyl)pyrrolidine-1,2-dicarboxamide NC(CCC1CC1)(C1=CC=NC=C1)C=1C=CC(=C(C1)NC(=O)[C@@H]1N(C[C@](C1)(C(F)(F)F)OC)C(=O)NC1=NC=C(C=C1)Cl)F